2-(2-(4-(2-(4-azidobutoxy)ethyl)-piperazin-1-yl)quinazolin-4-yl)acetamide N(=[N+]=[N-])CCCCOCCN1CCN(CC1)C1=NC2=CC=CC=C2C(=N1)CC(=O)N